C(C1=CC=CC=C1)OC([C@H](C)N(CCC#CCC)C[C@@H](C)NC(=O)OC(C)(C)C)=O.S1C(SCC1)C1=CC=C(C=C1)NC(=O)[C@H]1N(CCC1)C([C@H]1N(CCC1)C(C1=CC=C(C=C1)C=O)=O)=O (S)-N-(4-(1,3-dithiolan-2-yl)phenyl)-1-((4-formylbenzoyl)-L-prolyl)pyrrolidine-2-carboxamide benzyl-(2S)-2-[[(2R)-2-(tert-butoxycarbonylamino)propyl]-hex-3-ynyl-amino]propanoate